1-((R)-2-((S)-6,8-dichloro-1-methyl-1,2,3,4-tetrahydroisoquinoline-2-carbonyl)morpholino)-2-((5-nitropyrazin-2-yl)amino)ethan-1-one ClC=1C=C2CCN([C@H](C2=C(C1)Cl)C)C(=O)[C@@H]1OCCN(C1)C(CNC1=NC=C(N=C1)[N+](=O)[O-])=O